ClC1=CC=C(C=C1)[C@@H]1N(C(CC2=CC(=C(C=C12)OC(C)C)OC)=O)C1=CC=C(C=C1)N(CC1CCC(CC1)N1CC(N(CC1)C)=O)C (S)-1-(4-chlorophenyl)-7-isopropoxy-6-methoxy-2-(4-(methyl-(((1r,4S)-4-(4-methyl-3-oxopiperazin-1-yl)cyclohexyl)methyl)amino)phenyl)-1,2-dihydroisoquinolin-3(4H)-one